FC=1C=C(C=CC1)SC=1N=NC(=C(C1C(NO)=N)C)C 3-[(3-fluorophenyl)sulfanyl]-N-hydroxy-5,6-dimethylpyridazine-4-carboximidamide